5-(4-cyano-2-methylphenyl)-2-(3-tert-butyl-5-methylphenyl)-3-methylpyrazine C(#N)C1=CC(=C(C=C1)C=1N=C(C(=NC1)C1=CC(=CC(=C1)C)C(C)(C)C)C)C